BrC1=C(C(=C(C=C1)C(=C(C#N)C#N)OC)F)F 2-[(4-bromo-2,3-difluorophenyl)(methoxy)methylene]malononitrile